(1S)-1,1,1-trifluoropropan-2-amine hydrochloride Cl.FC(C(C)N)(F)F